[2-fluoro-4-[2-[(2S)-2-methylazetidin-1-yl]-6,7-dihydro-5H-cyclopenta[d]pyrimidin-4-yl]phenyl]methanol FC1=C(C=CC(=C1)C=1C2=C(N=C(N1)N1[C@H](CC1)C)CCC2)CO